ethyl 2-(2-((7-(3-(1-((R)-1,1-dimethylethylsulfinamido)-2-fluoroethyl)-2-fluorophenyl)benzofuran-5-yl)methoxy)phenyl)acetate CC(C)(C)[S@@](=O)NC(CF)C=1C(=C(C=CC1)C1=CC(=CC=2C=COC21)COC2=C(C=CC=C2)CC(=O)OCC)F